FC1(CCC(CC1)NC1=NC=C(C(=N1)N[C@H]1[C@@H](CCC1)O)C(=O)N)F 2-(4,4-difluorocyclohexylamino)-4-((1R,2R)-2-hydroxycyclopentylamino)pyrimidine-5-carboxamide